4-phenyl-phenylalanine C1(=CC=CC=C1)C1=CC=C(C[C@H](N)C(=O)O)C=C1